3,4-Dichloro-5-methyl-N-(4-(5-oxo-4,5-dihydro-1,3,4-oxadiazol-2-yl)-2-(thiophen-2-ylmethoxy)phenyl)-1H-pyrrole-2-carboxamide ClC1=C(NC(=C1Cl)C)C(=O)NC1=C(C=C(C=C1)C=1OC(NN1)=O)OCC=1SC=CC1